4-methyl-d3-chroman-8-sulfonamide C(C1CCOC2=C(C=CC=C12)S(=O)(=O)N)([2H])([2H])[2H]